Cl.FC1(CCNCC1)CNC1=C(C=C(C=C1)S(=O)(=O)NC(C1=CC=CC=C1)=O)[N+](=O)[O-] N-((4-(((4-fluoropiperidin-4-yl)methyl)amino)-3-nitrophenyl)sulfonyl)benzamide hydrochloride